N1=C(C=CC=2CCCNC12)CC[C@H]1CN(CC1)C[C@@H](CC(=O)O)C1=CC(=CC=C1)O[C@@H]1COCC1 (S)-4-((R)-3-(2-(5,6,7,8-tetrahydro-1,8-naphthyridin-2-yl)ethyl)pyrrolidin-1-yl)-3-(3-(((S)-tetrahydrofuran-3-yl)oxy)phenyl)butanoic acid